CN(C)CC(=O)OCCCCCCCCCCCCCCCCCC stearyl dimethylaminoacetate